5-((3,5-dibromophenyl)oxy)-4-oxo-4H-chromene-2-carboxylic acid BrC=1C=C(C=C(C1)Br)OC1=C2C(C=C(OC2=CC=C1)C(=O)O)=O